humulane CC1CCCC(CCC(CCC1)(C)C)C